(3R)-3-amino-5-[(4-chlorophenyl)methyl]-7-(5-ethyltetrazol-2-yl)-8-fluoro-1,1-dioxo-2,3-dihydro-1λ6,5-benzothiazepine-4-one N[C@H]1CS(C2=C(N(C1=O)CC1=CC=C(C=C1)Cl)C=C(C(=C2)F)N2N=C(N=N2)CC)(=O)=O